5-bromo-6-ethylpyridineid BrC=1C=C[C-]=NC1CC